6-[1-(4-methylphenyl)sulfonyl-4-(1-methylpyrazol-4-yl)pyrrolo[2,3-b]pyridin-3-yl]quinoline CC1=CC=C(C=C1)S(=O)(=O)N1C=C(C=2C1=NC=CC2C=2C=NN(C2)C)C=2C=C1C=CC=NC1=CC2